COC=1C=C(C(=O)N2[C@H](CCCC2)C#CC#CC2=C3CN(C(C3=CC=C2)=O)C2C(NC(CC2)=O)=O)C=CC1[N+](=O)[O-] 3-(4-(((R)-1-(3-methoxy-4-nitrobenzoyl)piperidin-2-yl)buta-1,3-diyn-1-yl)-1-oxoisoindolin-2-yl)piperidine-2,6-dione